tert-Butyl (3S)-3-ethyl-4-methylpiperazine-1-carboxylate C(C)[C@H]1CN(CCN1C)C(=O)OC(C)(C)C